tert-butyl (R)-((3-(5-chloro-2-(4,4-difluoropiperidin-1-yl)-4-(trifluoromethyl)benzamido)phenyl)(methyl)(oxo)-λ6-sulfaneylidene)carbamate ClC=1C(=CC(=C(C(=O)NC=2C=C(C=CC2)[S@](=O)(C)=NC(OC(C)(C)C)=O)C1)N1CCC(CC1)(F)F)C(F)(F)F